di-1-adamantyl-(4'-butyl-2',3',5',6'-tetrafluoro-2',4',6'-triisopropyl-2-methoxy-m-terphenyl) C12(CC3CC(CC(C1)C3)C2)C2=C(C(=C(C=C2)C2C(C(C(C(C2(C(C)C)F)F)(C(C)C)CCCC)(C2=CC=CC=C2)F)(C(C)C)F)OC)C23CC1CC(CC(C2)C1)C3